C(C)(C)(C)OC(=O)N1CCC2(CC1)CCN(CC2)C2=C1C(N(C(C1=CC=C2)=O)C2C(NC(CC2)=O)=O)=O.FC2=CC=C(C=C2)[C@@H](C2CCNCC2)C2=CC=C(C=C2)OC |o1:44| (S or R)-4-[(4-fluorophenyl)-(4-methoxyphenyl)methyl]Piperidine tert-butyl-9-(2-(2,6-dioxopiperidin-3-yl)-1,3-dioxoisoindolin-4-yl)-3,9-diazaspiro[5.5]undecane-3-carboxylate